FC(C1=CC=C(C=C1)COC1=CC=C(C=C1)S(=O)C(F)(F)F)(F)F 1-(Trifluoromethyl)-4-((4-((trifluoromethyl)sulfinyl)phenoxy)methyl)benzene